CC1=NC=CC(=N1)NC1=NC=CC(=C1)C1=CC(NC(=C1)N1C(CCCC1)C(F)(F)F)=O 4-[2-[(2-methylpyrimidin-4-yl)amino]-4-pyridinyl]-6-[2-(trifluoromethyl)-1-piperidinyl]-1H-pyridin-2-one